BrC=1C(=NC(=CC1)N1CCC(CC1)(F)F)C(F)(F)F 3-bromo-6-(4,4-difluoropiperidin-1-yl)-2-(trifluoromethyl)pyridine